NC1=C(C=CC(=N1)C1=CC(=C(C(=O)NC=2C(=NNC2C(F)(F)F)C)C=C1F)O[C@H](C(F)(F)F)C)Cl (S)-4-(6-Amino-5-chloropyridin-2-yl)-5-fluoro-N-(3-methyl-5-(trifluoromethyl)-1H-pyrazol-4-yl)-2-((1,1,1-trifluoropropan-2-yl)oxy)benzamide